ClC1=CC=C(C(=O)N2C(=C(C3=CC(=CC=C23)OC)CC(=O)N2C=CC3=C2N=CC=2N3C(=CN2)[C@H]2CN(C[C@H]2CC)CC(F)(F)F)C)C=C1 (3R,4S)-3-(3-(2-(1-(4-chlorobenzoyl)-5-methoxy-2-methyl-1H-indol-3-yl)acetyl)-3H-imidazo[1,2-a]pyrrolo[2,3-e]pyrazin-8-yl)-4-ethyl-N-(2,2,2-trifluoroethyl)pyrrolidine